ClC=1C=NC=C(C1[C@@H](C)OC=1C=C2C(=NNC2=CC1)C1=NC=C(N=C1)N1CC2(C1)CN(C2)S(=O)(=O)C)Cl (R)-5-(1-(3,5-Dichloropyridin-4-yl)ethoxy)-3-(5-(6-(methylsulfonyl)-2,6-diazaspiro[3.3]heptan-2-yl)pyrazin-2-yl)-1H-indazole